7-((3R)-3-ethyl-4-(1-(quinoxalin-6-yl)ethyl)piperazin-1-yl)-4-methyl-2-(tetrahydro-2H-pyran-2-yl)-2,4-dihydro-5H-pyrazolo[4,3-b]pyridin-5-one C(C)[C@@H]1CN(CCN1C(C)C=1C=C2N=CC=NC2=CC1)C=1C=2C(N(C(C1)=O)C)=CN(N2)C2OCCCC2